C(CCCCCC(C)C)OC=1C=C(C(=O)NC(C(=O)NCCOCCOC2=C(C(C3=CC=CC=C3)N)C=CC=C2)C)C=C(C1OCCCCCCC(C)C)OCCCCCCC(C)C 2-(2-((2-(3,4,5-tris(isononyloxy)-benzamido)-propionamido)-ethoxy)-ethoxy)-benzhydrylamine